C(C1=CC=CC=C1)OC(N=S(=O)(C)CC1=NC=CC(=C1)Br)=O (((4-bromopyridin-2-yl)methyl)(methyl)(oxo)-λ6-sulfanylidene)carbamic acid benzyl ester